5'-(2-(((1r,4r)-4-Aminocyclohexyl)amino)-1-phenylethyl)-2'-chloro-6-fluoro-5-((2-methoxyethyl)(methyl)amino)-[1,1'-biphenyl]-2-carboxamide trifluoroacetate FC(C(=O)O)(F)F.NC1CCC(CC1)NCC(C1=CC=CC=C1)C=1C=CC(=C(C1)C=1C(=CC=C(C1F)N(C)CCOC)C(=O)N)Cl